(2R)-2-(2-(4-(tert-butyl)piperidin-1-yl)-2-phenylacetamido)-N-(2,6-difluoro-4-hydroxybenzyl)-5-((Z)-2-(ethylcarbamoyl)guanidino)pentanamide C(C)(C)(C)C1CCN(CC1)C(C(=O)N[C@@H](C(=O)NCC1=C(C=C(C=C1F)O)F)CCCN\C(=N/C(NCC)=O)\N)C1=CC=CC=C1